Cl.C(C)OC(=O)[C@H]1N[C@H]2C[C@]2(C1)COCCCC=C (1S,3S,5R)-5-((pent-4-en-1-yloxy)methyl)-2-azabicyclo[3.1.0]hexane-3-carboxylic acid ethyl ester hydrochloride